3-(4-(4-Methylpiperazin-1-yl)phenyl)-5-(4-methylpyrid-3-yl)-1H-pyrazolo[4,3-c]pyridazin-6(5H)-on CN1CCN(CC1)C1=CC=C(C=C1)C1=NNC=2C1=NN(C(C2)=O)C=2C=NC=CC2C